SNC1=CC=CC=C1 SULFANYLANILINE